CCCCCCCCC/C=C\CCCCCCCC(=O)O[C@H](COC(=O)CCCCCCC/C=C\C/C=C\C/C=C\CC)COP(=O)(O)OC[C@H](CO)O 1-(9Z,12Z,15Z-octadecatrienoyl)-2-(9Z-nonadecenoyl)-glycero-3-phospho-(1'-sn-glycerol)